CN1N=C(C(=C1)NCC=1N=C2N(C=C(C=C2)C(F)(F)F)C1)C 1,3-dimethyl-N-[[6-(trifluoromethyl)imidazo[1,2-a]pyridin-2-yl]methyl]pyrazol-4-amine